tert-butyl trans-3-hydroxy-4-((4-(trifluoromethyl)benzyl)oxy)pyrrolidine-1-carboxylate O[C@@H]1CN(C[C@H]1OCC1=CC=C(C=C1)C(F)(F)F)C(=O)OC(C)(C)C